ClC=1C=CC=2C(=C3N(C2C1C=1C(=NN(C1C)C)C)[C@@H](CN(C3=O)C3=CC=CC=1C=C(OC13)C(=O)O)C)CCCOC1=CC(=C(C(=C1)C)Cl)C (R)-7-(7-Chloro-10-(3-(4-chloro-3,5-dimethylphenoxy)propyl)-4-methyl-1-oxo-6-(1,3,5-trimethyl-1H-pyrazol-4-yl)-3,4-dihydropyrazino[1,2-a]indol-2(1H)-yl)benzofuran-2-carboxylic Acid